2-((1-(2-Hydroxyethyl)piperidin-4-yl)methyl)-4-phenylpyridazin-3(2H)-on Hydrochlorid Cl.OCCN1CCC(CC1)CN1N=CC=C(C1=O)C1=CC=CC=C1